8-Bromo-3-chloro-1-methoxyphenazine BrC1=CC=C2N=C3C=C(C=C(C3=NC2=C1)OC)Cl